4-(2-(N-(2-cyanobenzyl)-2,3,4,5-tetrafluorophenylsulfonamido)-N-(3-cyclopropyl-5-(pyrrolidin-1-yl)benzyl)acetamido)-3-ethoxybenzoic acid C(#N)C1=C(CN(S(=O)(=O)C2=C(C(=C(C(=C2)F)F)F)F)CC(=O)N(CC2=CC(=CC(=C2)N2CCCC2)C2CC2)C2=C(C=C(C(=O)O)C=C2)OCC)C=CC=C1